C(N)(=O)C1=CC=C(C=C1)C=1C2=C(N=C(N1)N1[C@H](CC1)C(=O)O)CCC2 (2R)-1-[4-(4-carbamoylphenyl)-6,7-dihydro-5H-cyclopenta[d]pyrimidin-2-yl]azetidine-2-carboxylic acid